3-(4-Hydroxyphenyl)-8-methoxy-2-(trifluoromethyl)-4H-pyrido[1,2-a]pyrimidin-4-one OC1=CC=C(C=C1)C1=C(N=C2N(C1=O)C=CC(=C2)OC)C(F)(F)F